ClC=1C=C2C(=CN=C(C2=CN1)N1[C@@H](CC1)C)[C@H](CO)C (R)-2-(6-chloro-1-((R)-2-methylAzetidin-1-yl)-2,7-naphthyridin-4-yl)propan-1-ol